C1(=CC=CC2=CC=CC=C12)N(C1=CC=C(C2=CC=C(N(C3=CC=CC=C3)C3=CC=CC4=CC=CC=C34)C=C2)C=C1)C1=CC=CC=C1 bis(naphthalen-1-yl)-N,N'-diphenyl-benzidine